N1-tert.butyl-1,4-pentanediamine C(C)(C)(C)NCCCC(C)N